4-(6-bromoimidazo[1,2-a]pyridin-3-yl)-N-(6-(pyrrolidin-1-yl)pyridin-3-yl)pyrimidin-2-amine BrC=1C=CC=2N(C1)C(=CN2)C2=NC(=NC=C2)NC=2C=NC(=CC2)N2CCCC2